undecanealdehyde hydrate O.C(CCCCCCCCCC)=O